O1CCC2(CC1)C=NC=1N2C=2NC(N=CC2N1)N Hexahydrospiro[imidazo[1,2-e]purine-8,4'-pyran]-2-amine